Cl.C(CC)C1=NC(=NO1)C=1C=C(CNO)C=CC1 (3-(5-propyl-1,2,4-oxadiazol-3-yl)benzyl)hydroxylamine hydrochloride